tert-butyl 4-{[2-ethyl-7-({8-fluoro-2-methylimidazo[1,2-a]pyridin-6-yl}carbamoyl) indazol-4-yl](methyl)amino}piperidine-1-carboxylate C(C)N1N=C2C(=CC=C(C2=C1)N(C1CCN(CC1)C(=O)OC(C)(C)C)C)C(NC=1C=C(C=2N(C1)C=C(N2)C)F)=O